C1(CCCCC1)C(=O)OC(C)O 1-hydroxy-1-ethyl cyclohexylformate